(3S)-1-[(2R)-2-[[5-(2-chloro-4-fluoro-phenyl)-1,8-naphthyridin-2-yl]oxy]propanoyl]piperidine-3-carboxylic acid ClC1=C(C=CC(=C1)F)C1=C2C=CC(=NC2=NC=C1)O[C@@H](C(=O)N1C[C@H](CCC1)C(=O)O)C